C(C)(C)(C)OC(=O)N1C2CC(C1)(C2)C(N)=O 4-Carbamoyl-2-azabicyclo[2.1.1]hexane-2-carboxylic acid tert-butyl ester